Benzyl N-[1-[[(3-amino-3-oxo-propyl)-(2-chloro-2-fluoro-acetyl)amino]carbamoyl]-3-methyl-butyl]carbamate NC(CCN(C(C(F)Cl)=O)NC(=O)C(CC(C)C)NC(OCC1=CC=CC=C1)=O)=O